4-(1-(2-Chloro-4-(1-methyl-1H-1,2,4-triazol-5-yl)phenyl)-1H-imidazol-4-yl)-N-(1-(methylsulfonyl)-piperidin-4-yl)-5-(trifluoromethyl)-pyrimidin-2-amine ClC1=C(C=CC(=C1)C1=NC=NN1C)N1C=NC(=C1)C1=NC(=NC=C1C(F)(F)F)NC1CCN(CC1)S(=O)(=O)C